C(C1=CC(=C(N)C(=C1)CC)Br)C1=CC(=C(N)C(=C1)CC)Br 4,4'-Methylenebis(2-bromo-6-ethylaniline)